C[C@H]1N(CCC1)C1=CC=C(C=N1)CC(=O)O (R)-2-(6-(2-methylpyrrolidin-1-yl)pyridin-3-yl)acetic acid